aspartic acid copper salt [Cu+2].N[C@@H](CC(=O)[O-])C(=O)[O-]